CS(=O)(=O)C1CCN(CC1)CC1=CC=C(C=C1)C1=CC=2C(=NC=C3C2N(C(N3)=O)C3=CC=CC=C3)N1 7-(4-((4-(Methylsulfonyl)piperidin-1-yl)methyl)phenyl)-1-phenyl-3,6-dihydroimidazo[4,5-d]pyrrolo[2,3-b]pyridin-2(1H)-on